NC=1C(=NC(=C(N1)C(=O)NC(C(=O)O)CO)N)C(=O)NC(C(=O)O)CO 2,2'-((3,6-diamino-pyrazine-2,5-dicarbonyl)bis(azanediyl))bis(3-hydroxypropionic acid)